C[C@H]1O[C@H](CC(C1)CC#CC=1C=C(OC2=C(N=NN2)C(=O)O)C=CC1)C 5-(3-(3-((2R,6S)-2,6-dimethyltetrahydro-2H-pyran-4-yl)prop-1-ynyl)phenoxy)-1H-1,2,3-triazole-4-carboxylic acid